3-(1-((2S,4S)-1-(but-2-ynoyl)-2-(cyanomethyl)piperidin-4-yl)-8-chloro-6-fluoro-4-(((S)-1-methylpyrrolidin-2-yl)methoxy)-1H-[1,2,3]triazolo[4,5-c]quinolin-7-yl)-2-methylbenzonitrile C(C#CC)(=O)N1[C@@H](C[C@H](CC1)N1N=NC=2C(=NC=3C(=C(C(=CC3C21)Cl)C=2C(=C(C#N)C=CC2)C)F)OC[C@H]2N(CCC2)C)CC#N